FC=1C=C(C(=NC1)OC)CO (5-fluoro-2-methoxypyridin-3-yl)methanol